C(#N)C=1C=C(C(=O)OC)C=C(C1CO)C1=CC2=C(NC=N2)C=C1 3-cyano-4-(hydroxymethyl)-5-(1H-benzimidazol-5-yl)benzoic acid, Methyl ester